ClC1=CC=C(C=C1)C=1OC(=C(N1)CC1=CC=C(C=C1)OC1=CC=C(C=C1)F)C 2-(4-chlorophenyl)-4-(4-(4-fluorophenoxy)benzyl)-5-methyloxazole